BrC1=CC=C(C=2CCCC12)O 7-Bromo-2,3-dihydro-1H-inden-4-ol